5-ethyl-N-((6-methoxy-1-methyl-1H-benzimidazol-7-yl)methyl)thiophene-2-carboxamide C(C)C1=CC=C(S1)C(=O)NCC1=C(C=CC2=C1N(C=N2)C)OC